C1=CC(=CC=C1C(CC(=O)O)CC(=O)O)Cl 3-(4-chlorophenyl) glutarate